BrC1=C(C=C(C=C1)C)C1=NNC=C1 3-(2-bromo-5-methylphenyl)-1H-pyrazole